(2,6-difluorophenyl)-L-alanine FC1=C(C(=CC=C1)F)N[C@@H](C)C(=O)O